Methyl (3R)-3-[[(tert-butoxy)carbonyl]amino]butanoate C(C)(C)(C)OC(=O)N[C@@H](CC(=O)OC)C